ClC1=CC=2C=3C=CC(=CC3N(C(N(C2N=C1)CC)=O)C1=C(C=C(C=C1F)NCCNCCOCCC(=O)O)F)C#N 3-[2-({2-[(4-{4-chloro-13-cyano-8-ethyl-9-oxo-6,8,10-triazatricyclo[9.4.0.02,7]pentadeca-1(11),2(7),3,5,12,14-hexaen-10-yl}-3,5-difluorophenyl)amino]ethyl}amino)ethoxy]propanoic acid